3-methyl-3-nitro-1-(p-nitrophenyl)-1-butanone CC(CC(=O)C1=CC=C(C=C1)[N+](=O)[O-])(C)[N+](=O)[O-]